O.N1(CCOCC1)CCS(=O)(=O)O 2-(N-morpholinyl)ethanesulfonic acid monohydrate